C1(CC2C(CC1)O2)COCCOCC2CC1C(CC2)O1 ethyleneglycol bis(3,4-epoxycyclohexylmethyl) ether